dimethyl-bis(cyclopentadienyl)silane C[Si](C1C=CC=C1)(C1C=CC=C1)C